8-(6-(tert-butyl)-5-fluoropyridin-3-yl)-3-methyl-6-oxo-3,4-dihydro-2H,6H-pyrido[2,1-b][1,3]thiazine-7-carbonitrile C(C)(C)(C)C1=C(C=C(C=N1)C=1C=C2SCC(CN2C(C1C#N)=O)C)F